C(CCC)P(CCC)(CCCC)=O dibutyl-propyl-phosphine oxide